1-((2R,4S)-2-methyl-1-propionylpiperidin-4-yl)-3-(4-(trifluoromethoxy)phenyl)urea C[C@H]1N(CC[C@@H](C1)NC(=O)NC1=CC=C(C=C1)OC(F)(F)F)C(CC)=O